3-fluoro-4-((1-methyl-1H-pyrazol-4-yl)oxy)benzaldehyde FC=1C=C(C=O)C=CC1OC=1C=NN(C1)C